OC1CN(C1)C(CC)=O 1-(3-hydroxyazetidin-1-yl)propan-1-one